BrC1=CC=2C3=C(C=NC2C=C1F)N(C(C31CC(C1)(C)C)=O)C 8'-Bromo-7'-fluoro-3,3,3'-trimethylspiro[cyclobutane-1,1'-pyrrolo[2,3-c]quinolin]-2'(3'H)-one